3-cyano-N-(4-(((5-hydroxy-2,2-dimethyl-2H-chromen-6-yl)methylene)amino)phenyl)benzenesulfonamide C(#N)C=1C=C(C=CC1)S(=O)(=O)NC1=CC=C(C=C1)N=CC=1C(=C2C=CC(OC2=CC1)(C)C)O